OC(C)(O)C1=CC=CC=C1 hydroxyphenyl-1-ethanol